6-(5-cyano-1H-pyrrolo[2,3-b]pyridin-1-yl)-N-(1-(4-(2,6-dioxopiperidin-3-yl)benzyl)piperidin-4-yl)-4-(isopropylamino)nicotinamide C(#N)C=1C=C2C(=NC1)N(C=C2)C2=NC=C(C(=O)NC1CCN(CC1)CC1=CC=C(C=C1)C1C(NC(CC1)=O)=O)C(=C2)NC(C)C